N-((7-(5-(difluoromethyl)-1,3,4-oxadiazol-2-yl)imidazo[1,2-a]pyridin-2-yl)methyl)-N-(3-fluorophenyl)-1-(spiro[3.3]heptan-2-yl)piperidine-4-carboxamide FC(C1=NN=C(O1)C1=CC=2N(C=C1)C=C(N2)CN(C(=O)C2CCN(CC2)C2CC1(C2)CCC1)C1=CC(=CC=C1)F)F